N-(3-((3-(9H-purin-6-yl)pyridin-2-yl)amino)-4-methylphenyl)-3-chloro-4-(trifluoromethyl)benzamide N1=CN=C2NC=NC2=C1C=1C(=NC=CC1)NC=1C=C(C=CC1C)NC(C1=CC(=C(C=C1)C(F)(F)F)Cl)=O